7-((1H-benzo[d][1,2,3]triazol-5-yl)ethynyl)-5-ethyl-N-(3-methyl-5-((4-methylpiperazin-1-yl)methyl)phenyl)furo[2,3-c]pyridin-3-amine N1N=NC2=C1C=CC(=C2)C#CC=2N=C(C=C1C2OC=C1NC1=CC(=CC(=C1)CN1CCN(CC1)C)C)CC